14-(tetracosan-15-enoyloxy)-tetradecanoic acid C(CCCCCCCCCCCCCC=CCCCCCCCC)(=O)OCCCCCCCCCCCCCC(=O)O